(1R,3S)-3-(1-(tert-butyl)-5-((3-methyl-1,1-dioxido-2,3-dihydrobenzo[d]isothiazol-5-yl)amino)-1H-pyrazol-3-yl)cyclopentyl (4-nitrophenyl) carbonate C(O[C@H]1C[C@H](CC1)C1=NN(C(=C1)NC=1C=CC2=C(C(NS2(=O)=O)C)C1)C(C)(C)C)(OC1=CC=C(C=C1)[N+](=O)[O-])=O